tert-butyl 3-(2-(3-(methoxycarbonyl)-5-methylphenyl)pyridin-4-yl)-2,5-dihydro-1H-pyrrole-1-carboxylate COC(=O)C=1C=C(C=C(C1)C)C1=NC=CC(=C1)C=1CN(CC1)C(=O)OC(C)(C)C